(R)-1-cyclopropylpiperidin-3-amine hydrochloride Cl.C1(CC1)N1C[C@@H](CCC1)N